CS(=O)(=O)N[C@@H]1[C@@H](N(CCC1)C(=O)OC(C)C)COC1CCN(CC1)C1=NC=CC=N1 isopropyl cis-3-((methylsulfonyl)amino)-2-(((1-(pyrimidin-2-yl)piperidin-4-yl)oxy)methyl)piperidine-1-carboxylate